4-benzyl-2-methyl-6-(1-methyl-1H-pyrazol-4-yl)-3,4-dihydro-2H-1,4-oxazine C(C1=CC=CC=C1)N1CC(OC(=C1)C=1C=NN(C1)C)C